C(C)(C)(C)OC(C1=CC(=C(C=C1)[N+](=O)[O-])F)=O 3-Fluoro-4-nitrobenzoic acid tert-butyl ester